1-hydroxy-2-isopropyl-5-methylcyclohexane-1-carboxamide OC1(C(CCC(C1)C)C(C)C)C(=O)N